C1(CCCCC1)C[C@H](C(=O)N1CC2(CCCC2)[C@@](CC1)(O)CN1C(C=C(C(=C1)C(=O)N1CCNCC1)C1=CC=CC=C1)=O)C 1-(((R)-7-((R)-3-Cyclohexyl-2-methylpropanoyl)-10-hydroxy-7-azaspiro[4.5]decan-10-yl)methyl)-4-phenyl-5-(piperazin-1-carbonyl)pyridin-2(1H)-on